(3,5-bis(trifluoromethyl)phenyl)gallium FC(C=1C=C(C=C(C1)C(F)(F)F)[Ga])(F)F